BrC1=C(C=CC(=C1)OC(F)(F)F)C=1C=C2CCN(C(C2=CC1)=O)C1=CC(=C(C=C1)OCOCCOC)[N+](=O)[O-] 6-(2-bromo-4-(trifluoromethoxy)phenyl)-2-(4-((2-methoxyethoxy)methoxy)-3-nitrophenyl)-3,4-dihydroisoquinolin-1(2H)-one